N-(6-methylpyridazin-3-yl)-1-[5-(pyridin-4-yl)-1H-pyrazole-3-carbonyl]piperidine-4-carboxamide CC1=CC=C(N=N1)NC(=O)C1CCN(CC1)C(=O)C1=NNC(=C1)C1=CC=NC=C1